(S)-N-Methyl-1-(5-(pyrimidin-2-yl)isochroman-1-yl)methanamine hydrochloride salt Cl.CNC[C@H]1OCCC2=C(C=CC=C12)C1=NC=CC=N1